O1C=C(C2=C1C=CC=C2)C[C@H](N)C(=O)O β-[3-benzofuranyl]-alanine